C(C)C1=CC=C(C=C1)N1N=CC(=C1)C=1C=C2C(=NC1)NC=C2NS(=O)(=O)C2CCC2 N-(5-(1-(4-ethylphenyl)-1H-pyrazol-4-yl)-1H-pyrrolo[2,3-b]pyridin-3-yl)cyclobutanesulfonamide